(3R)-4-amino-N-((2-amino-1,3-thiazol-5-yl)methyl)-3-methyl-N-((5-(trifluoromethyl)-2-pyridinyl)methyl)-1,3-dihydrofuro[3,4-c]quinoline-8-carboxamide NC1=NC=2C=CC(=CC2C2=C1[C@H](OC2)C)C(=O)N(CC2=NC=C(C=C2)C(F)(F)F)CC2=CN=C(S2)N